5-(7-chloro-6-fluoro-2-(3-methoxy-3-oxopropyl)-4-(methylthio)-1H-pyrrolo[3,2-c][1,6]naphthyridin-1-yl)-2-azabicyclo[2.1.1]hexane-2-carboxylate ClC=1N=CC=2C3=C(C(=NC2C1F)SC)C=C(N3C3C1CN(C3C1)C(=O)[O-])CCC(=O)OC